C(C)(C)(C)OC(=O)N[C@H]1C[C@H](CCC1)C(=O)O cis-(1S,3R)-3-(Tert-butoxycarbonylamino)cyclohexanecarboxylic acid